ClC=1C=C2C(=NC(=NC2=C(C1C1=CC(=CC2=CC=CC=C12)O)F)N1CC(C1)N(C)C)N1CCC2(CN(C2)C(C=C)=O)CC1 1-(7-(6-chloro-2-(3-(dimethylamino)azetidin-1-yl)-8-fluoro-7-(3-hydroxynaphthalen-1-yl)quinazolin-4-yl)-2,7-diazaspiro[3.5]nonan-2-yl)prop-2-en-1-one